tert-butyl 4-(2-(2-(tosyloxy)ethoxy)ethyl)piperidine-1-carboxylate S(=O)(=O)(C1=CC=C(C)C=C1)OCCOCCC1CCN(CC1)C(=O)OC(C)(C)C